4-((4-methylpiperazin-1-yl)methyl)-N-(3-chloro-4-((4-methylpyridin-2-yl)methoxy)phenyl)-benzamide CN1CCN(CC1)CC1=CC=C(C(=O)NC2=CC(=C(C=C2)OCC2=NC=CC(=C2)C)Cl)C=C1